C(C1=CC=CC=C1)(=O)NC1=CC(=NN1C)C1=CC=C(C=C1)NC(C1=C(C=CC=C1)COCCNC(CCCC[C@H]1SC[C@H]2NC(N[C@H]21)=O)=O)=O N-(4-(5-benzamido-1-methyl-1H-pyrazol-3-yl)phenyl)-2-((2-(5-((3aR,4R,6aS)-2-oxohexahydro-1H-thieno[3,4-d]imidazol-4-yl)pentanamido)ethoxy)methyl)benzamide